N[Si]N bis-aminosilicon